((S)-2-(2,3-Difluorophenyl)piperidin-1-yl)-N-((R,E)-4-(methylsulfonyl)but-3-en-2-yl)pyrazine-2-carboxamide FC1=C(C=CC=C1F)[C@H]1N(CCCC1)C=1C(=NC=CN1)C(=O)N[C@H](C)\C=C\S(=O)(=O)C